ClC=1C=C(C(=NC1C1=C(C=CC=C1)F)NC1=C(C=CC=C1)C(C)C)C(N1C[C@H](N(C[C@@H]1C)C(=O)OC(C)(C)C)C)=NC#N tert-butyl (2R,5S)-4-((5-chloro-6-(2-fluorophenyl)-2-((2-isopropylphenyl)amino)pyridin-3-yl)(cyanoimino)methyl)-2,5-dimethylpiperazine-1-carboxylate